methyl-1,3-propanediamine CC(CCN)N